FC([C@](C(=O)N1C[C@H](CC1)C1=NC=2CCNC(C2C=C1)=O)(C)O)(F)F ((S)-1-((R)-3,3,3-trifluoro-2-hydroxy-2-methylpropionyl)pyrrolidin-3-yl)-7,8-dihydro-1,6-naphthyridin-5(6H)-one